sodium 3-(3-carboxypropyl)-2-[3-(9-ethyl-6,8,8-trimethyl-2-phenylpyrano[3,2-g]quinolin-4-ylidene)prop-1-enyl]-3-methyl-1-(3-sulphonatopropyl)indol-1-ium-5-sulphonate C(=O)(O)CCCC1(C(=[N+](C2=CC=C(C=C12)S(=O)(=O)[O-])CCCS(=O)(=O)[O-])C=CC=C1C=C(OC2=C1C=C1C(=CC(N(C1=C2)CC)(C)C)C)C2=CC=CC=C2)C.[Na+]